6'-chloro-1'-(6-(1,1-difluoroethyl)pyridin-2-yl)-1',2'-dihydrospiro[cyclopropane-1,3'-pyrrolo[3,2-C]pyridine] ClC1=CC2=C(C=N1)C1(CN2C2=NC(=CC=C2)C(C)(F)F)CC1